C1(CC1)C1=C(C(=NO1)C1=C(C=NC=C1Cl)Cl)/C=C/C1CC2(CN(C2)C2=CC=C3C=CN=C(C3=C2)CC)C1 (E)-7-(6-(2-(5-Cyclopropyl-3-(3,5-dichloropyridin-4-yl)isoxazol-4-yl)vinyl)-2-azaspiro[3.3]heptan-2-yl)-1-ethylisochinolin